C(C)C1=C(C=2N(N=C1C=1C(=NC=CC1)OCC)C(=NC2C(C)C)C)NCC2=NC(=NO2)C ethyl-2-(2-ethoxypyridin-3-yl)-5-isopropyl-7-methyl-N-((3-methyl-1,2,4-oxadiazol-5-yl)methyl)imidazo[1,5-b]pyridazin-4-amine